ClC=1C=C(C=CC1C)C(CO)(C(F)F)O 2-(3-chloro-4-methylphenyl)-3,3-difluoropropane-1,2-diol